mono(2-methyl-3-butenyl)ether CC(COCC(C=C)C)C=C